CC1=CC(=NC=C1C=1C=2N(C3=CC(=NC=C3C1)NC)C=CN2)C(CCC)=O 1-(4-methyl-5-(8-(methylamino)imidazo[1,2-a][1,6]naphthyridin-4-yl)pyridin-2-yl)butan-1-one